O1C(CCCC1)O[C@@H]1CN(CCC1)C1=NC=2N(C=C1)N=CC2C(=O)O 5-((3S)-3-((tetrahydro-2H-pyran-2-yl)oxy)piperidin-1-yl)Pyrazolo[1,5-a]pyrimidine-3-carboxylic acid